O1C[C@H](CC1)C1=NC2=CC=C(C=C2C=C1)C=O (R)-2-(tetrahydrofuran-3-yl)quinoline-6-carbaldehyde